CN1C(CN2C=3C(=CC=CC13)C1=C2CCN=C1)=O 3-methyl-2-oxo-2,3,9,10-tetrahydro-1H-pyrido[3',4':4,5]pyrrolo[1,2,3-de]quinoxaline